CC1=CC=CC(=N1)C1=C(N=CN1)C=1C=C2C=C(C=NC2=CC1)C=1SC=C(N1)C(=O)OCCN1CC2N(CC1)CCC2 2-(3,4,6,7,8,8a-hexahydro-1H-pyrrolo[1,2-a]pyrazin-2-yl)ethyl 2-[6-[5-(6-methyl-2-pyridyl)-1H-imidazol-4-yl]-3-quinolyl]thiazole-4-carboxylate